C[C@@]12CCC[C@H]1[C@@H]1C=CC3=CCC=C[C@]3(C)[C@H]1CC2 androstane-1,4,6-triene